[N+](=O)([O-])C=1C=CC(=NC1NC1=NC=NC=C1)N1[C@H]2CN([C@@H](C1)CC2)C(=O)OC(C)(C)C tert-butyl (1R,4R)-5-{5-nitro-6-[(pyrimidin-4-yl)amino]pyridin-2-yl}-2,5-diazabicyclo[2.2.2]octane-2-carboxylate